3-chloro-N1-(1-methylpiperidin-4-yl)benzene-1,2-diamine ClC1=C(C(=CC=C1)NC1CCN(CC1)C)N